(2E)-4-{[{2-chloro-5-[2'-methyl-5'-(pentafluoroethyl)-4'-(trifluoromethyl)-2'H-[1,3'-bipyrazole]-4-yl]Benzoyl}(1-cyanocyclopropyl)amino]Methoxy}-4-oxobut-2-enoic acid ClC1=C(C(=O)N(C2(CC2)C#N)COC(/C=C/C(=O)O)=O)C=C(C=C1)C=1C=NN(C1)C=1N(N=C(C1C(F)(F)F)C(C(F)(F)F)(F)F)C